5-(8-(4-Chlorophenyl)-2-imino-3-methyl-2,3-dihydro-1H-imidazo[4,5-c]quinolin-1-yl)-4-methyl-2-((4aS,7aS)-octahydro-6H-pyrrolo[3,4-b]pyridin-6-yl)benzonitrile ClC1=CC=C(C=C1)C1=CC=2C3=C(C=NC2C=C1)N(C(N3C=3C(=CC(=C(C#N)C3)N3C[C@H]1NCCC[C@H]1C3)C)=N)C